C(C)(C)N1C(=NC2=NC=C(C=C21)C2=CNC1=NC=C(C=C12)NC(C1=CC(=NC=C1)N1CCNCC1)=O)C N-(3-(1-isopropyl-2-methyl-1H-imidazo[4,5-b]pyridin-6-yl)-1H-pyrrolo[2,3-b]pyridin-5-yl)-2-(piperazin-1-yl)isonicotinamide